(2-naphthalenyl-1,3,4,5,6,7,8-d7)-boronic acid C1(=C(C(=C(C2=C(C(=C(C(=C12)[2H])[2H])[2H])[2H])[2H])[2H])B(O)O)[2H]